N1=CC(=CC=C1)C=1C=C(C=CC1)C1=C(C(=NC(=C1)N1C2=CC=C(C=C2C=2C=C(C=CC12)C1=CC=CC=C1)C1=CC=CC=C1)N1C2=CC=C(C=C2C=2C=C(C=CC12)C1=CC=CC=C1)C1=CC=CC=C1)N1C2=CC=C(C=C2C=2C=C(C=CC12)C1=CC=CC=C1)C1=CC=CC=C1 9,9',9''-(4-(3-(pyridin-3-yl)phenyl)pyridine-2,3,6-triyl)tris(3,6-diphenyl-9H-carbazole)